N1N=CC=2C1=CN=CC2C=2N=NN(C2)C(C)N2C(C=C(C=C2)N2C[C@@H](CCC2)NCC2CCC2)=O 1-(1-(4-(1H-pyrazolo[3,4-c]pyridin-4-yl)-1H-1,2,3-triazol-1-yl)ethyl)-4-((R)-3-((cyclobutylmethyl)amino)piperidin-1-yl)pyridin-2(1H)-one